(2-(2,6-dioxopiperidin-3-yl)-3-oxoisoindolin-5-yl)methyl (3-fluoro-4-(3-methyloxetan-3-yl)phenyl)carbamate FC=1C=C(C=CC1C1(COC1)C)NC(OCC=1C=C2C(N(CC2=CC1)C1C(NC(CC1)=O)=O)=O)=O